N1=C(C=CC=C1)C=1OC=C(N1)C(=O)OCC ethyl 2-(pyridin-2-yl)oxazole-4-carboxylate